tert-Butyl 3-(4-(1-(2-amino-2-oxoethoxy)-2,2,2-trifluoroethyl)-7-(thiazol-2-yl)benzo[d]oxazol-2-yl)-3,6-diazabicyclo[3.1.1]heptane-6-carboxylate NC(COC(C(F)(F)F)C1=CC=C(C2=C1N=C(O2)N2CC1N(C(C2)C1)C(=O)OC(C)(C)C)C=1SC=CN1)=O